FC1=C(C(=CC=C1)C)N1CCC(CC1)N1C(N(C2=C(C1)N(N=C2)COCC[Si](C)(C)C)CC2=NC=CC=C2C(F)(F)F)=O 6-[1-(2-Fluoro-6-methyl-phenyl)-piperidin-4-yl]-4-(3-trifluoromethyl-pyridin-2-ylmethyl)-1-(2-trimethylsilanyl-ethoxymethyl)-1,4,6,7-tetrahydro-pyrazolo[4,3-d]pyrimidin-5-on